N1C=C(C2=CC=CC=C12)CCNC1CCC2=CC(=CC=C12)/C=C/C(=O)OCC ethyl (E)-3-(1-((2-(1H-indol-3-yl)ethyl)amino)-2,3-dihydro-1H-inden-5-yl)acrylate